C[Si](CCOC(=O)N)(C)C 2-trimethylsilyl-ethoxycarbonyl-ammonia